8-(1-((6-chloro-2-(1-hydroxy-1,3-dihydrobenzo[c][1,2]oxaborol-5-yl)pyridin-3-yl)amino)ethyl)-3,6-dimethyl-2-(6-azaspiro[2.5]octan-6-yl)-4H-chromen-4-one ClC1=CC=C(C(=N1)C1=CC2=C(B(OC2)O)C=C1)NC(C)C=1C=C(C=C2C(C(=C(OC12)N1CCC2(CC2)CC1)C)=O)C